(2-methylpropan-2-yl)oxycarbonylamino-[-]-4-methyl-benzenesulfonic acid CC(C)(C)OC(=O)NC1=C(C=CC(=C1)C)S(=O)(=O)O